COC(=O)C=1C=C2C(CC(C2=CC1NC(C)=O)C)N1CCOCC1 methyl-6-acetylamino-3-morpholino-2,3-dihydro-1H-indene-5-carboxylic acid methyl ester